tert-butyl N-[4-[4-[[1-(4-formylphenyl)-3-(4-methylpiperazine-1-carbonyl)pyrazol-4-yl]carbamoyl]oxazol-2-yl]-2-pyridyl]-N-(2,2,2-trifluoroethyl)carbamate C(=O)C1=CC=C(C=C1)N1N=C(C(=C1)NC(=O)C=1N=C(OC1)C1=CC(=NC=C1)N(C(OC(C)(C)C)=O)CC(F)(F)F)C(=O)N1CCN(CC1)C